BrCCCOC1=C(C=CC=C1)OC 1-(3-bromopropyloxy)-2-methoxybenzene